C(C)N1C(NC2=CC(=CC(=C2C1=O)Cl)CN1CCN(CC1)C=1C=CC(=NC1Cl)C(=O)NC)=O 5-(4-((3-ethyl-5-chloro-2,4-dioxo-1,2,3,4-tetrahydroquinazolin-7-yl)methyl)piperazin-1-yl)-6-chloro-N-methylpyridinecarboxamide